2-((3R,4R,6R)-4-(3,4-Difluoro-2-methylphenyl)-6-methyl-6-(trifluoromethyl)tetrahydro-2H-pyran-3-yl)-4-oxo-1,4-dihydro-1,6-naphthyridine-5-carboxamide FC=1C(=C(C=CC1F)[C@H]1[C@@H](CO[C@](C1)(C(F)(F)F)C)C=1NC=2C=CN=C(C2C(C1)=O)C(=O)N)C